C(#N)C(CC)(C)N=NC(C#N)(CCC)C 2-[(1-cyano-1-methylpropyl)azo]-2-methyl-pentanenitrile